S(=O)(=O)(O)OS(=O)(=O)O.CN[C@@H](CCCNC(N)=N)C(=O)O (L)-N-methyl-arginine pyrosulfate